5-(trifluoromethyl)pyrrolo[1,2-b]pyridazine FC(C=1C=CN2N=CC=CC21)(F)F